tert-butyl 3-(1H-tetrazol-5-yl)azetidin-1-carboxylate N1N=NN=C1C1CN(C1)C(=O)OC(C)(C)C